C(C1=CC=CC=C1)OC(=O)N1CC(C1)N1[C@H](CNCC1)C (S)-3-(2-methylpiperazin-1-yl)azetidine-1-carboxylic acid benzyl ester